1-(4-(2-hydroxy-3-(methyl-(4-methylbenzyl)amino)propoxy)phenyl)ethan-1-one OC(COC1=CC=C(C=C1)C(C)=O)CN(CC1=CC=C(C=C1)C)C